Cl.COC(C1=C(C=CC=C1)F)=O 2-fluorobenzoic acid methyl ester hydrochloride